COC([C@H]1N(CCC1)C[C@@H](CO)NC(=O)OCC1=CC=CC=C1)=O Methyl-1-[(2S)-3-hydroxy-2-({[(phenylmethyl)oxy]carbonyl}amino)propyl]-L-prolinate